2-hydroxyethane-1-sulfonyl-Amine OCCS(=O)(=O)N